NCCOCCN(C(COCC(=O)O)=O)O 2-(2-((2-(2-aminoethoxy)ethyl)(hydroxy)amino)-2-oxoethoxy)acetic acid